(2S,6R)-2-(1-cyclopropyl-1H-pyrazol-4-yl)-4-(7-(2,4-difluorophenyl)-2-(methylthio)thiazolo[4,5-d]pyrimidin-5-yl)-6-methylmorpholine C1(CC1)N1N=CC(=C1)[C@H]1CN(C[C@H](O1)C)C=1N=C(C2=C(N1)N=C(S2)SC)C2=C(C=C(C=C2)F)F